O=C1N(CC2=CC(=CC=C12)C1CCN(CC1)C(CC)C1=NC=CN=C1)C1C(NC(CC1)=O)=O 3-(1-oxo-5-(1-(1-(pyrazin-2-yl)propyl)piperidin-4-yl)isoindolin-2-yl)piperidine-2,6-dione